C(C)(C)(C)OC(=O)N1C[C@H]([C@H](C1)CO)CO (3S,4R)-3,4-bis(hydroxymethyl)pyrrolidine-1-carboxylic acid tert-butyl ester